C(C)(C)OS(=O)(=O)CC(=O)OC(C)C isopropyl 2-(isopropoxysulfonyl)-acetate